Cl.COCCN1CCC(CC1)CN1N=CC=C(C1=O)C1=CC=CC=C1 2-((1-(2-Methoxyethyl)piperidin-4-yl)methyl)-4-phenylpyridazin-3(2H)-on Hydrochlorid